N-isopropyl-4,6,7,8-tetrahydropyrazolo[1,5-a][1,4]diazepine-2-carboxamide C(C)(C)NC(=O)C1=NN2C(CNCCC2)=C1